C(C)(C)(C)OC(=O)N1CCN(CC1)C=1C=C2C(=CC(=NC2=CC1OC)C)O 4-(4-hydroxy-7-methoxy-2-methylquinolin-6-yl)piperazine-1-carboxylic acid tert-butyl ester